OC([C@H](N)C(=O)O)C(=O)O β-hydroxyl-aspartic acid